(R)-6-(2-hydroxy-2-(4'-(pyridin-2-ylmethoxy)-[1,1'-biphenyl]-3-yl)acetyl)-2-(1-phenylcyclopropyl)-5,6,7,8-tetrahydropyrido[4,3-d]pyrimidin-4(3H)-one O[C@@H](C(=O)N1CC2=C(N=C(NC2=O)C2(CC2)C2=CC=CC=C2)CC1)C=1C=C(C=CC1)C1=CC=C(C=C1)OCC1=NC=CC=C1